5-oxo-1-(6-phenethyl-4-phenylquinolin-2-yl)pyrrolidine-3-carboxylic acid ethyl ester C(C)OC(=O)C1CN(C(C1)=O)C1=NC2=CC=C(C=C2C(=C1)C1=CC=CC=C1)CCC1=CC=CC=C1